COC(=O)C1CN(CC(C1)(F)F)CC=1C(=NC(=CC1)C=1N=NN(C1CNC1=NC=CC(=N1)C1CC1)C)CC 1-((6-(5-(((4-cyclopropylpyrimidin-2-yl)amino)methyl)-1-methyl-1H-1,2,3-triazol-4-yl)-2-ethylpyridin-3-yl)methyl)-5,5-difluoropiperidine-3-carboxylic acid methyl ester